diphenyl-(quinuclidine-4-yl)methanol C1(=CC=CC=C1)C(O)(C12CCN(CC1)CC2)C2=CC=CC=C2